6-(4-methyl-2-(methylamino)-1H-benzo[d]imidazol-6-yl)-4-(2-(tetrahydro-2H-pyran-4-yl)ethyl)-3,4-dihydropyrazino[2,3-b]pyrazin-2(1H)-one CC1=CC(=CC=2NC(=NC21)NC)C=2N=C1C(=NC2)NC(CN1CCC1CCOCC1)=O